C(#N)C=1C(=NC(=CC1C(F)(F)F)C)N1[C@@H]([C@H](CC1)CS(=O)(=O)O)C(NC=1C=C(C=CC1)C)=O.N1(CCNCC1)CO[Si](OC)(OC)CCC piperazinyl-propyl-trimethoxysilane [(2S,3S)-1-[3-cyano-6-methyl-4-(trifluoromethyl)-2-pyridyl]-2-(m-tolylcarbamoyl)pyrrolidin-3-yl]methanesulfonate